NC1=C(N=CC(=N1)N1CCC(CC1)(C)NC(OC(C)(C)C)=O)SC1=C(C(=CC=C1)NC(C(=O)N(C)C)=O)Cl tert-butyl (1-(6-amino-5-((2-chloro-3-(2-(dimethylamino)-2-oxoacetamido)phenyl) thio)pyrazin-2-yl)-4-methylpiperidin-4-yl)carbamate